(2-Fluoro-5-methoxy-4-((4-(methylamino)-3-(trifluoromethyl)-1H-pyrrolo[2,3-b]pyridin-6-yl)amino)phenyl)(4-methylpiperazin-1-yl)methanon FC1=C(C=C(C(=C1)NC1=CC(=C2C(=N1)NC=C2C(F)(F)F)NC)OC)C(=O)N2CCN(CC2)C